ClC1=C(C=CC(=C1)S(=O)(=O)C)[C@@H](CC(=O)N[C@H](C(=O)NC(C[C@H]1C(NCC1)=O)C(C(=O)NC1CC1)=O)CC(C)(C)C)CC (2S)-2-((R)-3-(2-Chloro-4-(methylsulfonyl)phenyl)pentanamido)-N-(4-(cyclopropylamino)-3,4-dioxo-1-((S)-2-oxopyrrolidin-3-yl)butan-2-yl)-4,4-dimethylpentanamid